4-(6-(3,6-diazabicyclo[3.1.1]heptan-3-yl)pyridin-3-yl)-6-(1-(difluoromethyl)-1H-pyrazol-4-yl)pyrazolo[1,5-a]pyridine-3-carbonitrile C12CN(CC(N1)C2)C2=CC=C(C=N2)C=2C=1N(C=C(C2)C=2C=NN(C2)C(F)F)N=CC1C#N